S1C2=C(C=C1CCC(=O)N1CCN(CC1)C1=NC=C(C=C1)O)C=CC=C2 3-Benzo[b]thiophen-2-yl-1-[4-(5-hydroxypyridin-2-yl)-piperazin-1-yl]-propan-1-one